trifluoromethyl-4-vinyl-1,1'-biphenyl FC(F)(F)C1=C(C=CC(=C1)C=C)C1=CC=CC=C1